FC1=C(C(=O)C2=CC=C(C(=O)N[C@@H]3CNC[C@H]3NC(CC=3C=NC=CC3)=O)C=C2)C(=CC=C1OC)O 4-(2-fluoro-6-hydroxy-3-methoxybenzoyl)-N-((3r,4r)-4-(2-(pyridin-3-yl)acetamido)pyrrolidin-3-yl)benzamide